COC=1C=C(C=CC1)CC(=O)N1CCC=2C1=CN=CC2C2=CC=C(C#N)C=C2 4-{1-[2-(3-methoxyphenyl)acetyl]-2,3-dihydro-1H-pyrrolo[2,3-c]pyridin-4-yl}Benzonitrile